phenyl o-hydroxybenzoate (phenyl salicylate) C1(=CC=CC=C1)OC=1C(C(=O)O)=CC=CC1.OC1=C(C(=O)OC2=CC=CC=C2)C=CC=C1